benzyl((1-(cyanoimino)-1-oxidohexahydro-1λ6-thiopyran-4-yl)methyl)carbamate C(C1=CC=CC=C1)OC(NCC1CCS(CC1)(=O)=NC#N)=O